tert-butyl N-[(3R)-5-[(4-chlorophenyl)methyl]-7-[5-(cyclopentylamino)-1,3,4-oxadiazol-2-yl]-8-fluoro-1,1,4-trioxo-2,3-dihydro-1λ6,5-benzothiazepin-3-yl]carbamate ClC1=CC=C(C=C1)CN1C([C@H](CS(C2=C1C=C(C(=C2)F)C=2OC(=NN2)NC2CCCC2)(=O)=O)NC(OC(C)(C)C)=O)=O